1-(2-thienyl)-3-ferrocenyl-ketene S1C(=CC=C1)[C-]1C=C(C=C1)C=C=O.[CH-]1C=CC=C1.[Fe+2]